N(=[N+]=[N-])[C@H]1[C@H](N(CC1)C1=NC(=CC(=C1C#N)C(F)(F)F)C)C(=O)N(C([2H])([2H])[2H])C1=C(C=C(C(=C1)Cl)F)F (2S,3R)-3-azido-N-(5-chloro-2,4-difluoro-phenyl)-1-[3-cyano-6-methyl-4-(trifluoromethyl)-2-pyridyl]-N-(trideuteriomethyl)pyrrolidine-2-carboxamide